3-[(5-chloro-3-fluoropyridin-2-yl)oxy]-4-methyl-5-(4,4,5,5-tetramethyl-1,3,2-dioxaborolan-2-yl)pyridine ClC=1C=C(C(=NC1)OC=1C=NC=C(C1C)B1OC(C(O1)(C)C)(C)C)F